FC1(OC=2C(=CC3=C(N=C(N3)C3=C(C=C(C=N3)C3(CC3)C#N)S(=O)(=O)CC)C2)O1)F 1-[6-(2,2-difluoro-5H-[1,3]dioxolo[4,5-f]benzimidazol-6-yl)-5-ethylsulfonyl-3-pyridyl]cyclopropanecarbonitrile